glycidoxypentafluorocyclotriphosphazene C(C1CO1)OP1(=NP(=NP(=N1)(F)F)(F)F)F